N-Hexylpyridinium chlorid [Cl-].C(CCCCC)[N+]1=CC=CC=C1